6-chloro-2-(trifluoromethyl)imidazo[1,2-a]pyridin ClC=1C=CC=2N(C1)C=C(N2)C(F)(F)F